C1(CC1)C1=NC(=CC(=N1)C(=O)NC1=CC(=CC=C1)[C@@]([C@H](C1=NN=CN1C)F)(C)F)CN1CC(C1)(C)F 2-cyclopropyl-N-(3-((1S,2R)-1,2-difluoro-1-(4-methyl-4H-1,2,4-triazol-3-yl)propan-2-yl)phenyl)-6-((3-fluoro-3-methylazetidin-1-yl)methyl)pyrimidine-4-carboxamide